C12(CC3(CC(CC(C1)C3)C2)C(=O)N)C(=O)N adamantane-1,3-dicarboxamide